alpha-methyl-beta-(p-tert-butylphenyl)propanal CC(C=O)CC1=CC=C(C=C1)C(C)(C)C